C(C)(C)(C)OC(=O)N1CC2(CCN(C2)C=2C=CC=C3C(=NN(C23)C)C=2C(=NC(=CC2)OCC2=CC=CC=C2)OCC2=CC=CC=C2)CCC1 tert-butyl-2-(3-(2,6-bis(benzyloxy) pyridin-3-yl)-1-methyl-1H-indazol-7-yl)-2,7-diazaspiro[4.5]decane-7-carboxylate